(2Z)-2-[(E)-[4-(5-amino-1-methyl-1,2,4-triazol-3-yl)phenyl]methylene-hydrazono]-3-(2-isopropyl-5-methyl-phenyl)thiazolidin-4-one NC1=NC(=NN1C)C1=CC=C(C=C1)\C=N\N=C\1/SCC(N1C1=C(C=CC(=C1)C)C(C)C)=O